ClC1=C(C(=C(N=N1)NC1CNCCC1)C#N)C 6-chloro-5-methyl-3-(piperidin-3-ylamino)pyridazine-4-carbonitrile